CC=1N(C(=CC1C(=O)N1[C@@H](CC1)C(=O)NC=1SC=C(N1)C1=CC(=CC=C1)C1=CC(=NC(=C1)C)C)C)S(=O)(=O)C (S)-1-(2,5-dimethyl-1-(methylsulfonyl)-1H-pyrrole-3-carbonyl)-N-(4-(3-(2,6-dimethylpyridin-4-yl)phenyl)thiazol-2-yl)azetidine-2-carboxamide